trans-(1r,4r)-4-(4-(2-fluoro-4-nitrophenyl)piperazin-1-yl)cyclohexyl (4-nitrophenyl) carbonate C(O[C@@H]1CC[C@H](CC1)N1CCN(CC1)C1=C(C=C(C=C1)[N+](=O)[O-])F)(OC1=CC=C(C=C1)[N+](=O)[O-])=O